COC=1C(=C(C(=CC1)C)N1C=C(C2=C1N=C(N=C2C#C[Si](C(C)C)(C(C)C)C(C)C)C)C(=O)N)C 7-(3-methoxy-2,6-dimethylphenyl)-2-methyl-4-((triisopropylsilyl)ethynyl)-7H-pyrrolo[2,3-d]pyrimidine-5-carboxamide